7-chloro-3-fluoro-4-vinyl-2,6-naphthyridine ClC1=NC=C2C(=C(N=CC2=C1)F)C=C